FC1=C(C=CC(=C1)F)C1=C(C(=NO1)C(=O)O)F 5-(2,4-difluoro-phenyl)-4-fluoro-isoxazole-3-carboxylic acid